2,2-bis[4-(2-hydroxy-3-acryloyloxy-2-hydroxypropoxy)phenyl]propane OC(COC1=CC=C(C=C1)C(C)(C)C1=CC=C(C=C1)OCC(COC(C=C)=O)(O)O)(COC(C=C)=O)O